O=C1N(CC2=C3C(=CC=C12)C1(CCN(CC1)CC1=CC(=CC=C1)C=1C=NN(C1)[C@H]1COCC1)CO3)[C@@H]3C(NC(CC3)=O)=O (S)-3-(6-oxo-1'-(3-(1-((R)-tetrahydrofuran-3-yl)-1H-pyrazol-4-yl)benzyl)-6,8-dihydro-2H,7H-spiro[furo[2,3-e]isoindole-3,4'-piperidin]-7-yl)piperidine-2,6-dione